2-(6-(((1R,2S,3S,5S)-2-fluoro-1,5-dimethyl-8-azabicyclo[3.2.1]octan-3-yl)oxy)pyridazin-3-yl)-5-(1H-imidazol-1-yl)phenol F[C@H]1[C@]2(CC[C@@](C[C@@H]1OC1=CC=C(N=N1)C1=C(C=C(C=C1)N1C=NC=C1)O)(N2)C)C